1-((3R,4S)-4-((4-(2,2-difluoroethoxy)-5-(quinoxalin-6-yl)pyrrolo[2,1-f][1,2,4]triazin-2-yl)amino)-3-fluoropiperidin-1-yl)-2-methylpropan-2-ol FC(COC1=NC(=NN2C1=C(C=C2)C=2C=C1N=CC=NC1=CC2)N[C@@H]2[C@@H](CN(CC2)CC(C)(O)C)F)F